CN(C(=O)[C@@H]1C[C@@H](CN1)SC1=C(N2C([C@@H]([C@H]2[C@H]1C)[C@@H](C)O)=O)C(=O)O)C (4R,5S,6S)-3-(((3S,5S)-5-(dimethylcarbamoyl)pyrrolidin-3-yl)thio)-6-((R)-1-hydroxyethyl)-4-methyl-7-oxo-1-azabicyclo[3.2.0]hept-2-ene-2-carboxylic acid